β-(3,4-epoxycyclohexyl)ethylmethyldiisopropoxysilane C1(CC2C(CC1)O2)CC[Si](OC(C)C)(OC(C)C)C